2-[[(4-vinylphenyl)methoxy]methyl]-furan C(=C)C1=CC=C(C=C1)COCC=1OC=CC1